CC1C(C1C1=CC(=CC(=C1)C(F)(F)F)C(F)(F)F)(Cl)Cl rac-methyl-3-(3,5-bis(trifluoromethyl)phenyl)-2,2-dichlorocyclopropane